(1S,2S,3R,4R,5S)-2,3-dihydroxy-N-methyl-4-(6-(methylamino)-2-((3-(trifluoromethyl)phenyl)ethynyl)-9H-purin-9-yl)bicyclo[3.1.0]hexane-1-carboxamide O[C@H]1[C@@]2(C[C@@H]2[C@H]([C@H]1O)N1C2=NC(=NC(=C2N=C1)NC)C#CC1=CC(=CC=C1)C(F)(F)F)C(=O)NC